tributylaluminum C(CCC)[Al](CCCC)CCCC